OC1=C2C(C=C(C(C2=C(C=C1)O)=O)[C@@H](CC=C(C)C)O)=O |r| (±)-5,8-Dihydroxy-2-(1-hydroxy-4-methyl-3-pentenyl)-1,4-naphthoquinone